CC1(OB(OC1(C)C)\C=C\CC(C)C)C (E)-4,4,5,5-tetramethyl-2-(4-methylpentane-1-En-1-yl)-1,3,2-dioxaborolane